N#CC azapropyne